C(#N)N1C[C@@H](CC1)NC(C1=CN=C(C=C1)C=1C=NN(C1)C)=O (R)-N-(1-cyanopyrrolidin-3-yl)-6-(1-methyl-1H-pyrazol-4-yl)nicotinamide